ClC=1C=C(OC2CNCC2)C=C(C1)[N+](=O)[O-] 3-(3-chloro-5-nitrophenoxy)pyrrolidine